tert-butyl 6-(3-cyano-4-(3-fluoro-2-methoxyphenyl)-5,6,7,8-tetrahydro-1,7-naphthyridin-2-yl)-2,6-diazaspiro[3.4]octane-2-carboxylate C(#N)C=1C(=NC=2CNCCC2C1C1=C(C(=CC=C1)F)OC)N1CC2(CN(C2)C(=O)OC(C)(C)C)CC1